ClC1=CC(=C(C=C1)C1=NC(=CN2C1=NC(=C(C2=O)C)C)C2CC(OCC2)C2=CC(=NC=C2)C)F 9-(4-chloro-2-fluorophenyl)-2,3-dimethyl-7-(2-(2-methylpyridin-4-yl)tetrahydro-2H-pyran-4-yl)-4H-pyrazino[1,2-a]pyrimidin-4-one